tert-butyl N-[1,1-dimethyl-2-(2,4,6-trichloro pyrimidin-5-yl)oxy-ethyl]carbamate CC(COC=1C(=NC(=NC1Cl)Cl)Cl)(C)NC(OC(C)(C)C)=O